8-Methyl-2-(pyridin-2-ylmethyl)-N-(2-{4-[5-(trifluoromethyl)pyridin-2-yl]piperazin-1-yl}ethyl)-4,5-dihydro-2H-furo[2,3-g]indazol-7-carboxamid CC1=C(OC=2CCC3=CN(N=C3C21)CC2=NC=CC=C2)C(=O)NCCN2CCN(CC2)C2=NC=C(C=C2)C(F)(F)F